IC1=NN(C2=CC(=CC=C12)C=C)C1OCCCC1 3-iodo-1-(tetrahydro-2H-pyran-2-yl)-6-vinyl-1H-indazole